2,2,2-trichloro-1-(4-methyl-1H-pyrrolo[2,3-b]pyridin-3-yl)ethanone ClC(C(=O)C1=CNC2=NC=CC(=C21)C)(Cl)Cl